2-((2-ethylhexyl) amino)-ethylphosphonate C(C)C(CNCCP([O-])([O-])=O)CCCC